(S)-3-((S)-1-amino-1-oxobutan-2-yl)pyrrolidine-1-carboxylic acid tert-butyl ester C(C)(C)(C)OC(=O)N1C[C@@H](CC1)[C@@H](C(=O)N)CC